2-[[(1R)-1-[2-(4-Fluoro-1-piperidyl)-3,6-dimethyl-4-oxo-chromen-8-yl]ethyl]amino]benzoic acid FC1CCN(CC1)C=1OC2=C(C=C(C=C2C(C1C)=O)C)[C@@H](C)NC1=C(C(=O)O)C=CC=C1